FC(S(=O)(=O)[O-])(F)F.[NH+]1=C(C=C(C=C1C)C)C 2,4,6-collidinium trifluoromethanesulfonate